SN([C@@H](CO)C(=O)O)S dimercaptoserine